9-Cyclopropylmethoxy-2-((S)-1-[1,4]dioxan-2-ylmethoxy)-6,7-dihydro-pyrimido[6,1-a]isoquinolin-4-one C1(CC1)COC=1C=C2CCN3C(C2=CC1)=CC(=NC3=O)OC[C@H]3OCCOC3